3-(6-(4-chloroisoindoline-2-carbonyl)benzo[d]oxazol-2-yl)piperidine ClC1=C2CN(CC2=CC=C1)C(=O)C1=CC2=C(N=C(O2)C2CNCCC2)C=C1